C(C)(C)OC1=CC=C(C=C1)C1=CC=C(C=N1)CNC1=CC(=NC(=C1)C(F)(F)F)C=1C=NNC1 N-((6-(4-Isopropoxyphenyl)pyridin-3-yl)methyl)-2-(1H-pyrazol-4-yl)-6-(trifluoromethyl)pyridin-4-amine